C1=CC=C(C=2OC3=C(C21)C=CC=C3)C3=C(C=CC2=CC=CC=C32)C3=CC=C(NC2=CC=CC=C2)C=C3 4-{1-(dibenzofuran-4-yl)naphthalen-2-yl}-N-phenylaniline